COC1=CC=C(NC(=O)NS)C=C1 N-4-methoxyanilinocarbonylsulfenamide